COC1=C(C=C(C=C1)C=1C=C(C=NC1)C1(COC(OC1)(C)C)CO)OCCC (5-(5-(4-methoxy-3-propoxyphenyl)pyridin-3-yl)-2,2-dimethyl-1,3-dioxan-5-yl)methanol